C(C)C1(NC(N(C(C1)=O)[C@@H](CCC#C)C1=CC(=CC=C1)C(N[C@@H]1CC2(CCC2)OC2=CC=CC=C12)=O)=[NH2+])CC [4,4-diethyl-6-oxo-1-[(S)-1-[3-[[(4R)-spiro[chromane-2,1'-cyclobutane]-4-yl]carbamoyl]phenyl]pent-4-ynyl]hexahydropyrimidin-2-ylidene]ammonium